6-(2-(ethyl(isopropyl)carbamoyl)-4-fluorophenoxy)-1,2,4-triazin C(C)N(C(=O)C1=C(OC2=CN=CN=N2)C=CC(=C1)F)C(C)C